isododecane chloride [Cl-].CCCCCCCCCC(C)C